2,2'-azobis(2-methylpentanonitrile) N(=NC(C#N)(CCC)C)C(C#N)(CCC)C